C1=CC=C(C=C1)OCCCBr 3-phenoxybromopropane